FC(C(=O)O)(F)F.COC(CCC1=CC(=CC(=C1)C(F)(F)F)C)=O 3-(3-methyl-5-(trifluoromethyl)phenyl)propionic acid methyl ester trifluoroacetate